3-acetoxy-6,6-difluoro-8-azabicyclo[3.2.1]Octane-8-carboxylic acid tert-butyl ester C(C)(C)(C)OC(=O)N1C2CC(CC1C(C2)(F)F)OC(C)=O